FC(C1=CC=C(C=C1)CC=1C=2N(C=CC1)N=CC2C(=O)NCC21CCC(CC2)(C1)C(=O)O)(F)F 4-[[[4-[[4-(trifluoromethyl)phenyl]methyl]pyrazolo[1,5-a]pyridine-3-carbonyl]amino]methyl]norbornane-1-carboxylic acid